ClCCCOC1=CC=C(C=C1)C1=CC2NC=C(C(C2S1)=O)O (4-(3-chloropropoxy)phenyl)-6-hydroxy-3a,7a-dihydrothieno[3,2-b]pyridin-7(4H)-one